5-{2,8-dimethylimidazo[1,2-b]pyridazin-6-yl}-N-(piperidin-4-yl)cinnoline-8-carboxamide trifluoroacetate FC(C(=O)O)(F)F.CC=1N=C2N(N=C(C=C2C)C2=C3C=CN=NC3=C(C=C2)C(=O)NC2CCNCC2)C1